methyl 5-methoxy-6-(trifluoromethyl)nicotinate COC=1C(=NC=C(C(=O)OC)C1)C(F)(F)F